FC1=C(C=C(C(=C1)C)C=1C=C(C=2N(C1)C=CN2)N2CCOCC2)NC(=O)N2CC(=CC2)CC(F)(F)F N-(2-fluoro-4-methyl-5-(8-morpholinoimidazo[1,2-a]pyridin-6-yl)phenyl)-3-(2,2,2-trifluoroethyl)-2,5-dihydro-1H-pyrrole-1-carboxamide